CC1=C(OC2=C1C=C(C=C2)S(N(CCC2=CC=CC=C2)CC2=CC(=CC=C2)[N+](=O)[O-])(=O)=O)C(=O)O 3-Methyl-5-(N-(3-nitrobenzyl)-N-phenethylsulfamoyl)benzofuran-2-carboxylic acid